C(C)(C)(C)OC(=O)N1[C@H](CN([C@@H](C1)C)C1CC1)C1=CC=CC=C1.C1(CC1)N1[C@@H](CN[C@H](C1)C1=CC=CC=C1)C |r| rac-(2R,5S)-1-Cyclopropyl-2-methyl-5-phenyl-piperazine tert-Butyl-rac-(2S,5R)-4-cyclopropyl-5-methyl-2-phenyl-piperazine-1-carboxylate